6-(2-fluoro-4-(7-((1-methoxypropan-2-yl)oxy)-2-methyl-2H-indazol-4-yl)benzyl)-6,7-dihydro-5H-pyrrolo[3,4-b]pyridin-5-one-7,7-d2 FC1=C(CN2C(C3=NC=CC=C3C2=O)([2H])[2H])C=CC(=C1)C=1C2=CN(N=C2C(=CC1)OC(COC)C)C